3,4,4-trifluorobut-3-en-1-yl 2-(3,5-dimethyl-1H-pyrazol-1-yl)acetate CC1=NN(C(=C1)C)CC(=O)OCCC(=C(F)F)F